C12CN(CC(O1)C2)CCCOC2=NC=C(C=C2N)Br 2-(3-(6-Oxa-3-azabicyclo[3.1.1]heptan-3-yl)propoxy)-5-Bromopyridin-3-amine